2-(6-chloro-4-(3-(4-((2R,3S,4R,5R)-2,3,4,5,6-pentahydroxyhexanoyl)piperazin-1-yl)phenyl)quinazolin-2-yl)guanidine 2,2,2-trifluoroacetate FC(C(=O)O)(F)F.ClC=1C=C2C(=NC(=NC2=CC1)N=C(N)N)C1=CC(=CC=C1)N1CCN(CC1)C([C@@H]([C@H]([C@@H]([C@@H](CO)O)O)O)O)=O